2,6-dibromopyridine-3-ethylamine BrC1=NC(=CC=C1CCN)Br